CSCC1(CCC1)CN1N=CC(=C1)N 1-((1-((methylthio)methyl)cyclobutyl)methyl)-1H-pyrazol-4-amine